C(#N)C=1C=C(C=C(C1N[C@@H](CSC1=CC=C(C=C1)F)CCN(C)C)F)S(=O)(=O)NC(=O)[C@@]1(OCCOC1)C (R)-N-((3-CYANO-4-(((R)-4-(DIMETHYLAMINO)-1-((4-FLUOROPHENYL)THIO)BUTAN-2-YL)AMINO)-5-FLUOROPHENYL)SULFONYL)-2-METHYL-1,4-DIOXANE-2-CARBOXAMIDE